2-(2-methoxyethoxy)ethyl (2S)-2-(2-acetamido-3-(1H-indol-3-yl)propanamido)-6-diazo-5-oxohexanoate C(C)(=O)NC(C(=O)N[C@H](C(=O)OCCOCCOC)CCC(C=[N+]=[N-])=O)CC1=CNC2=CC=CC=C12